bis((7-(4-(4-(benzo[b]thiophen-4-yl)piperazin-1-yl)butoxy)quinolin-2-yloxy)methyl) octadecanedioate C(CCCCCCCCCCCCCCCCC(=O)OCOC1=NC2=CC(=CC=C2C=C1)OCCCCN1CCN(CC1)C1=CC=CC=2SC=CC21)(=O)OCOC2=NC1=CC(=CC=C1C=C2)OCCCCN2CCN(CC2)C2=CC=CC=1SC=CC12